(3S)-1-[(2S)-2-aminopropionyl]-N'-(7-bromo-2-quinolinyl)-N'-methyl-hexahydropyridazine-3-carbohydrazide hydrochloride Cl.N[C@H](C(=O)N1N[C@@H](CCC1)C(=O)NN(C)C1=NC2=CC(=CC=C2C=C1)Br)C